C(CC)[Sn](CCC)(CCC)CCC tetra-n-propyl-tin